(S)-N-(8-(ethylamino)-5-(5-(2-methylmorpholino)benzo[d]oxazol-2-yl)-2,7-naphthyridin-3-yl)cyclopropanecarboxamide C(C)NC=1N=CC(=C2C=C(N=CC12)NC(=O)C1CC1)C=1OC2=C(N1)C=C(C=C2)N2C[C@@H](OCC2)C